1,2-Bis(4-methoxy-3-nitrophenyl)ethane COC1=C(C=C(C=C1)CCC1=CC(=C(C=C1)OC)[N+](=O)[O-])[N+](=O)[O-]